N-(2-((5-chloro-1H-indol-3-yl)methyl)phenyl)-4-(3-(4-methylpiperazin-1-yl)propoxy)benzenesulfonamide ClC=1C=C2C(=CNC2=CC1)CC1=C(C=CC=C1)NS(=O)(=O)C1=CC=C(C=C1)OCCCN1CCN(CC1)C